The molecule is an organic anion obtained by removal of the acidic proton from position 8 of mitomycin A. It is the major microspecies at pH 7.3 (according to Marvin v 6.2.0.). It is a conjugate base of a mitomycin A. CC1=C(C(=O)C2=C([C@]3([C@@H]4[C@@H](N4)CN3C2=C1[O-])OC)COC(=O)N)OC